N-((1R)-3-Cyano-3-azabicyclo[3.1.0]hexan-1-yl)-5-(2-(4-fluorophenoxy)phenyl)-1H-pyrazol-3-carboxamid C(#N)N1C[C@]2(CC2C1)NC(=O)C1=NNC(=C1)C1=C(C=CC=C1)OC1=CC=C(C=C1)F